arachidyl-ethyldimethylamine C(CCCCCCCCCCCCCCCCCCC)CN(C)CC